calcium dimethanol CO.CO.[Ca]